3-((4-bromo-2,6-difluorobenzyl)oxy)-5-((5-(2-(pyrrolidin-1-yl)ethoxy)pyridin-3-yl)amino)isothiazole BrC1=CC(=C(COC2=NSC(=C2)NC=2C=NC=C(C2)OCCN2CCCC2)C(=C1)F)F